O[C@@H](CC(=O)OCCCCCC)C Hexyl (R)-3-hydroxybutyrate